bromo-5-chloro-1H-pyrazolo[4,3-B]pyridine BrN1N=CC2=NC(=CC=C21)Cl